Cl.COC=1C=C(OC2CCNCC2)C=CC1 4-(3-methoxyphenoxy)piperidine hydrochloride